[9-[1-(2,6-Dioxopiperidin-3-yl)-3-methyl-2-oxo-1,3-benzodiazol-5-yl]nonyl]carbamic acid tert-butyl ester C(C)(C)(C)OC(NCCCCCCCCCC1=CC2=C(N(C(N2C)=O)C2C(NC(CC2)=O)=O)C=C1)=O